C[C@H]1O[C@@H](CN(C1)C=1C=C(C=CC1)C=1N=C(SC1)NC(CNC(OC(C)(C)C)=O)=O)C tert-butyl (2-((4-(3-((2R,6R)-2,6-dimethylmorpholino)phenyl)thiazol-2-yl)amino)-2-oxoethyl)carbamate